C1(CC1)CN1CN(N2C(C1=O)=C(C(C=C2)=O)O)C21C(CC3=CC(=C(C=C23)F)F)CC=2C=CC=CC21 3-(cyclopropylmethyl)-1-(2,3-difluoro-9a,10-dihydroindeno[1,2-a]inden-4b(9H)-yl)-5-hydroxy-2,3-dihydro-1H-pyrido[2,1-f][1,2,4]triazine-4,6-dione